P(=O)(OCC#C)(OCl)OCl monopropargyl dichloro phosphate